boc-(R)-γ-(3-pyridylmethyl)-L-proline C(=O)(OC(C)(C)C)N1[C@H](CC(C1)CC=1C=NC=CC1)C(=O)O